oxycarbonyl-aminophthalimide O(C(=O)C=1C(=C2C(C(=O)NC2=O)=CC1)N)*